bis(3-(2-(dimethylamino) ethyl)-1H-indol-4-yl) glutarate C(CCCC(=O)OC1=C2C(=CNC2=CC=C1)CCN(C)C)(=O)OC1=C2C(=CNC2=CC=C1)CCN(C)C